CC1(CC=CC2=CC=CC=C12)O 1-methyl-naphthol